CN(C)C[C@H]1N(CCC1)C(=O)C1=CC=C(C=C1)N1N=NC(=C1)C=1C(NC2=CC(=C(C=C2C1)F)F)=O 3-{1-[4-((S)-2-dimethylaminomethyl-pyrrolidine-1-carbonyl)-phenyl]-1H-[1,2,3]triazol-4-yl}-6,7-difluoro-1H-quinolin-2-one